2-(3,5-di-t-butyl-2-hydroxyphenyl)-2H-benzo-triazole C(C)(C)(C)C=1C(=C(C=C(C1)C(C)(C)C)N1N=C2C(=N1)C=CC=C2)O